rac-tert-Butyl (1S,2R,3R,5R)-3-{[(benzyloxy)carbonyl]amino}-2-fluoro-8-azabicyclo[3.2.1]octane-8-carboxylate C(C1=CC=CC=C1)OC(=O)N[C@H]1[C@H]([C@@H]2CC[C@H](C1)N2C(=O)OC(C)(C)C)F |r|